5-(2-azidoethoxy)-5-oxopentanoic acid N(=[N+]=[N-])CCOC(CCCC(=O)O)=O